ClC=1C(=NC(=NC1)N[C@H]1CN(CC1)C1=NC=NC2=CC(=CC=C12)[N+](=O)[O-])OCC (R)-5-chloro-4-ethoxy-N-(1-(7-nitroquinazolin-4-yl)pyrrolidin-3-yl)pyrimidin-2-amine